COC1(OC(OC1)=O)C 4-methoxy-methyl-1,3-dioxolan-2-one